N-(5-cyclopropyl-1H-pyrazol-3-yl)-2-[3-[1-(methylamino)ethyl]-1-piperidinyl]pyrimidin-4-amine C1(CC1)C1=CC(=NN1)NC1=NC(=NC=C1)N1CC(CCC1)C(C)NC